methyl 3-((R)-3-(1-(1-((R)-1-(2,4-dichlorophenyl) ethyl)-1H-[1,2,3]triazolo[4,5-b]pyridin-6-yl) azetidin-3-yl) piperidin-1-yl)-1-methylcyclobutane-1-carboxylate ClC1=C(C=CC(=C1)Cl)[C@@H](C)N1N=NC2=NC=C(C=C21)N2CC(C2)[C@@H]2CN(CCC2)C2CC(C2)(C(=O)OC)C